[Si](C)(C)(C(C)(C)C)O[C@H](C)[C@H]1C(N[C@@H]1OC(C)=O)=O (3R,4R)-3-[(R)-1-tert-butyldimethylsilyloxyethyl]-4-acetoxy-2-azetidinone